COC=1C=C(OC2=CC=NC3=CC=C(C=C23)C(=O)N)C=C(C1)O[C@H]1COCC1 (R)-4-(3-methoxy-5-((tetrahydrofuran-3-yl)oxy)phenoxy)quinoline-6-carboxamide